(s)-5-Chloro-N-(1-((3-fluoro-5-(trifluoromethyl)phenyl)amino)-3-methyl-1-oxobutan-2-yl)-2-hydroxybenzamide ClC=1C=CC(=C(C(=O)N[C@H](C(=O)NC2=CC(=CC(=C2)C(F)(F)F)F)C(C)C)C1)O